3,6-dibromo-9-phenylcarbazole BrC=1C=CC=2N(C3=CC=C(C=C3C2C1)Br)C1=CC=CC=C1